NC1=C(C2=C(S1)C(CCC2)=O)C(=O)OCC Ethyl 2-amino-7-oxo-4,5,6,7-tetrahydrobenzo[b]thiophene-3-carboxylate